2-Ethylhexyl-sulfosuccinic acid sodium salt [Na+].C(C)C(CC(C(=O)[O-])(CC(=O)[O-])S(=O)(=O)[O-])CCCC.[Na+].[Na+]